tert-butyl (1S,4S)-5-[4-[5-chloro-2-fluoro-4-(tetrahydrofuran-3-ylmethoxy)anilino]pyrido[3,2-d]pyrimidin-6-yl]-2,5-diazabicyclo[2.2.1]heptane-2-carboxylate ClC=1C(=CC(=C(NC=2C3=C(N=CN2)C=CC(=N3)N3[C@@H]2CN([C@H](C3)C2)C(=O)OC(C)(C)C)C1)F)OCC1COCC1